Ethylene bis(oxyethylene) bis-(3-(5-tert-butyl-4-hydroxy-m-tolyl) propionate) C(C)(C)(C)C=1C(=C(C=C(C1)C)CCC(=O)O)O.C(C)(C)(C)C=1C(=C(C=C(C1)C)CCC(=O)O)O.C(COC=C)OC=C